C(CCCCCCCCCCC)[Si](Br)(Br)Br n-dodecyltribromosilane